C(C)N(CCOC(=O)OC(C)(C)C)CCOC(=O)OC(C)(C)C N-ethylbis[2-(t-butoxycarbonyloxy)ethyl]amine